(5E)-6-(methylsulfanyl)-1,5-hexadien-3-ol CS/C=C/CC(C=C)O